CN1C(=N\C(\C1=O)=C/C1=CC2=C(N=CN2C)C=C1)NC1=CC=C(C=C1)N1CCN(CC1)C (5Z)-3-Methyl-5-[(3-methylbenzimidazol-5-yl)methylene]-2-[4-(4-methylpiperazin-1-yl)anilino]imidazol-4-one